[Si](C)(C)(C(C)(C)C)OC[C@]12CC=3C=NN(C3C=C1CC[C@@H](C2)C(C)SC2=NN(C=C2)C)C2=CC=C(C=C2)F (4aR,6S)-4a-(((tert-Butyldimethylsilyl)oxy)methyl)-1-(4-fluorophenyl)-6-(1-((1-methyl-1H-pyrazol-3-yl)thio)ethyl)-4,4a,5,6,7,8-hexahydro-1H-benzo[f]indazole